N[C@H](CC(=O)O)CC1=CC=C(C=C1)Cl (S)-β-amino-4-(4-chlorophenyl)-butyric acid